4-(4-(2,2-dibromovinyl)-3-fluorophenyl)-3,6-dihydropyridine-1(2H)-carboxylic acid tert-butyl ester C(C)(C)(C)OC(=O)N1CCC(=CC1)C1=CC(=C(C=C1)C=C(Br)Br)F